Chlorodimethyl-(3-methyl-1H-inden-1-yl)silane Cl[Si](C1C=C(C2=CC=CC=C12)C)(C)C